3-(1,2-Dimethoxypropyl)-6-fluoro-2-methoxy-benzonitrile COC(C(C)OC)C=1C(=C(C#N)C(=CC1)F)OC